N(=[N+]=[N-])CCOCCOCCOCCOCCOCCOCCOCCOCCOCCOCCOCCOCCOCCOCCOCCOCCOCCOCCOCCOCCOCCOCCOCCN.[Ar] argon 71-azido-3,6,9,12,15,18,21,24,27,30,33,36,39,42,45,48,51,54,57,60,63,66,69-tricosaoxahenheptacontan-1-amine